FC1=CC=C(C=C1)C(=O)N1C(C=2N(CC1)C(=NN2)C2=NC(=NS2)C)CCN2C[C@H](CC2)F (4-Fluorophenyl)(8-(2-((S)-3-fluoropyrrolidin-1-yl)ethyl)-3-(3-methyl-1,2,4-thiadiazol-5-yl)-5,6-dihydro-[1,2,4]triazolo[4,3-a]pyrazin-7(8H)-yl)methanone